6-chloro-8-fluoroquinoline-7-carbonitrile ClC=1C=C2C=CC=NC2=C(C1C#N)F